C1(CC1)OC=1C(=CC2=CN(N=C2C1)C1CCC(CC1)NC(CC)=O)C(=O)NC=1C=NN2C1N=CC=C2 6-cyclopropoxy-2-((1r,4r)-4-(N-methylacetylamino)cyclohexyl)-N-(pyrazolo[1,5-a]pyrimidin-3-yl)-2H-indazole-5-carboxamide